3,5-difluorobenzyl tosylate S(=O)(=O)(OCC1=CC(=CC(=C1)F)F)C1=CC=C(C)C=C1